3-(2-hydroxy-1-(methylethyl)-2-nitrosohydrazino)-1-propanamine CC(C)N(CCCN)/[N+](=N\O)/[O-]